3-[methoxy(methyl)carbamoyl]-5,7-dihydro-4H-thieno[2,3-C]pyridine-6-carboxylic acid tert-butyl ester C(C)(C)(C)OC(=O)N1CC2=C(CC1)C(=CS2)C(N(C)OC)=O